NC1=CC=C(C=C1)OC(=O)CCCCCC(=O)OC1=CC=C(C=C1)N pentane-1,5-dicarboxylic acid bis(4-aminophenyl) ester